[Na].C1CCC2=C(C=3CCCC3C=C12)NC(=O)NS(=O)(=O)C1=NN(C(=C1)C1(CCOCC1)O)C N-((1,2,3,5,6,7-Hexahydro-s-indacen-4-yl)carbamoyl)-5-(4-hydroxytetrahydro-2H-pyran-4-yl)-1-methyl-1H-pyrazole-3-sulfonamide, sodium salt